6-(3-azabicyclo[4.1.0]heptan-1-yl)-N-(3-chloro-2-fluoro-phenyl)pyrido[3,2-d]pyrimidin-4-amine C12(CNCCC2C1)C=1C=CC=2N=CN=C(C2N1)NC1=C(C(=CC=C1)Cl)F